(Z)-3-tetradecanyl acetate C(C)(=O)OC(CC)CCCCCCCCCCC